ethanaminium 2,2,2-trifluoroacetate FC(C(=O)[O-])(F)F.C(C)[NH3+]